C(C)CC(C1=NC(=C([N+]1(CCCC)CCCC)CC)CCCC)(CC)CCCC ethyl-butyl-ethyl-butyl-ethyl-3-butyl-ethyl-3-butyl-3-imidazolium